α,α,3-trifluoro-4-(trifluoromethyl)-phenylacetic acid FC(C(=O)O)(F)C1=CC(=C(C=C1)C(F)(F)F)F